FC1=C(C=CC(=C1)C)C1(NN(C2=NC(=NC=C21)NC2=CC=C1CCNCC1=C2)C)N 3-(2-fluoro-4-methylphenyl)-1-methyl-N6-(1,2,3,4-tetrahydroisoquinolin-7-yl)-1H-pyrazolo[3,4-d]Pyrimidine-3,6-diamine